4-formyl-4-(pyridin-2-yl)piperidine-1-carboxylic acid tert-butyl ester C(C)(C)(C)OC(=O)N1CCC(CC1)(C1=NC=CC=C1)C=O